FC(C1=NN=C(O1)C=1C=CC(=NC1)CN1C(N(C2=C1C=CC(=C2)C=2C=NNC2)C)=O)F 1-((5-(5-(difluoromethyl)-1,3,4-oxadiazole-2-yl)pyridine-2-yl)methyl)-3-methyl-5-(1H-pyrazole-4-yl)-1,3-dihydro-2H-benzo[d]imidazole-2-one